C(=O)=C1NNC2=CC=C(C=3C2=C1C=CC3)N3N=CC(=C3C(F)(F)F)C(=O)NC3=CC(=NC=C3)C(F)(F)F 1-(3-Carbonyl-2,3-dihydro-1H-benzo[de]cinnolin-7-yl)-5-(trifluoromethyl)-N-(2-(trifluoromethyl)pyridine-4-yl)-1H-pyrazole-4-carboxamide